C(C)(CC)NC1=CC(=CC=C1)N N-(sec-butyl)benzene-1,3-diamine